C(C)(=O)O[C@@H]1[C@H](O[C@@H]([C@H]([C@H]1OC(C)=O)OC(C)=O)OC1=CC=C(C=C1)NC(NCCCCC#C)=O)CCP(O)(O)=O 2-[(2R,3R,4S,5S,6R)-3,4,5-triacetoxy-6-[4-(hex-5-ynylcarbamoylamino)phenoxy]tetrahydropyran-2-yl]ethylphosphonic acid